COC(=O)C=1C=NN(C1C1=CC=CC=C1)CCC1(OCCO1)C (2-(2-methyl-1,3-dioxolan-2-yl)ethyl)-5-phenyl-1H-pyrazole-4-carboxylic acid methyl ester